4-(4-fluorophenyl)pyridin-3-amine FC1=CC=C(C=C1)C1=C(C=NC=C1)N